C(C1=CC=CC=C1)OC1CC(C(C(C1OCC1=CC=CC=C1)OCC1=CC=CC=C1)O)[N+](=O)[O-] 4,5,6-tris(benzyloxy)-2-nitrocyclohexane-1-ol